N-[(E)-(2-{6-azaspiro[2.5]oct-6-yl}-4-iodophenyl)methylene]-2-methyl-2-propanesulfenamide C1CC12CCN(CC2)C2=C(C=CC(=C2)I)\C=N\SC(C)(C)C